2-hydroxypropyltrimethyl-ammonium chloride [Cl-].OC(C[N+](C)(C)C)C